N1C=C(C2=CC=CC=C12)CCNC=1C2=C(N=C(N1)C=1C=NC=C(C1)F)C=CO2 N-(2-(1H-indol-3-yl)ethyl)-2-(5-fluoropyridin-3-yl)furo[3,2-d]pyrimidin-4-amine